5-((1-(2-Methoxy-4-(4-methylpiperazin-1-yl)phenyl)-1H-imidazol-4-yl)amino)pyrazine-2-carbonitrile COC1=C(C=CC(=C1)N1CCN(CC1)C)N1C=NC(=C1)NC=1N=CC(=NC1)C#N